S(=O)(=O)(O)C1(C(=O)O)CC(C(=O)O)=CC(C(=O)O)=C1 1-sulfotrimesic acid